(tert-butoxycarbonyl)-S-trityl-L-cysteine C(C)(C)(C)OC(=O)N[C@@H](CSC(C1=CC=CC=C1)(C1=CC=CC=C1)C1=CC=CC=C1)C(=O)O